FC=1C(=NC=CC1)CNC=1C2=C(N=CN1)SC(=N2)CCNCCN2NC1=CC=CC=C1C2=O 2-(2-{[2-(7-{[(3-fluoropyridin-2-yl)methyl]amino}-[1,3]thiazolo[5,4-d]pyrimidin-2-yl)ethyl]amino}ethyl)-2,3-dihydro-1H-indazol-3-one